C(CCCCCCCCCCCCCCC)N1C(=C(C(C(=C1)O)=O)O)C(C)=O N-hexadecyl-2-acetyl-3,5-dihydroxypyridin-4-one